[C@H]12NC[C@H]([C@@H]1N1C(=CC=3C(=NC=4C(=C(C(=CC4C31)CCC#N)C3=CC(=CC1=CC=CC=C31)O)F)C3=NC=C(N=C3)C)C)C2 3-(1-((1R,4R,5S)-2-azabicyclo[2.1.1]hexane-5-yl)-6-fluoro-7-(3-hydroxynaphthalen-1-yl)-2-methyl-4-(5-methylpyrazin-2-yl)-1H-pyrrolo[3,2-c]quinolin-8-yl)propionitrile